N1=C(C=CC=C1)NC(=O)[C@H]1CC12CCN(CC2)C(=O)[O-] (S)-1-(pyridin-2-ylcarbamoyl)-6-azaspiro[2.5]octane-6-carboxylate